C(C)O[Si](C1=CC=CC=C1)(C)OCC diethoxy-methyl-phenylsilane